1-(Cis-4-(2-(4-(benzo[d]isothiazol-3-yl)piperazin-1-yl)ethyl)-4-fluorocyclohexyl)-3-phenylmethylurea S1N=C(C2=C1C=CC=C2)N2CCN(CC2)CCC2(CCC(CC2)NC(=O)NCC2=CC=CC=C2)F